C(C)(C)(C)[Si](Cl)(C)C tert-Butyldimethylchlorosilane